[Br-].C(CCCCCCCCCCCCCCC)[N+](C)(C)C N-cetyl-trimethylammonium bromide